BrC=1C=C(C=C2C(=NC(=NC12)Cl)N[C@@H](C)C1=NC=NN1C=1SC(=CN1)C#N)C(F)(F)F 2-[5-[(1S)-1-[[8-bromo-2-chloro-6-(trifluoromethyl)quinazolin-4-yl]amino]ethyl]-1,2,4-triazol-1-yl]thiazole-5-carbonitrile